NC1=NC(N(C=C1F)[C@@H]1CS[C@@H](O1)COP(=O)(N1CC2=CC=CC=C2CC1)NC(C(=O)OCC)(C)C)=O Ethyl 2-(((((2r,5s)-5-(4-amino-5-fluoro-2-oxopyrimidin-1(2H)-yl)-1,3-oxathiolan-2-yl) methoxy) (3,4-dihydroisoquinolin-2(1H)-yl) phosphoryl) amino)-2-methylpropionate